tert-butyl 4-(4-amino-2-fluoro-3-methoxyphenyl)piperazine-1-carboxylate NC1=C(C(=C(C=C1)N1CCN(CC1)C(=O)OC(C)(C)C)F)OC